FC(C(C1=CC=CC=C1)=O)(F)C1=C(C=C(C(=O)OC)C=C1)[N+](=O)[O-] methyl 4-(1,1-difluoro-2-oxo-2-phenylethyl)-3-nitrobenzoate